propyl-N,N-dimethylammonium C(CC)[NH+](C)C